5-methyl-8-oxo-6,7-dihydroindolizine-5-carboxylic acid methyl ester COC(=O)C1(N2C=CC=C2C(CC1)=O)C